Cl.C1=CC=CC=2CC3=CC=CC=C3C(C12)=O anthron-HCl